N-(2-propionyl-2-azaspiro[3.5]non-7-yl)benzamide C(CC)(=O)N1CC2(C1)CCC(CC2)NC(C2=CC=CC=C2)=O